CC(CC(O)O)CC 3-Methyl-Pentandiol